N-[4-[[2-amino-3-[(4,4-difluoro-1-piperidyl)methyl]-4-pyridyl]oxy]-3-fluoro-phenyl]-1-(3-fluoro-2-pyridyl)-5-(trifluoromethyl)pyrazole-4-carboxamide NC1=NC=CC(=C1CN1CCC(CC1)(F)F)OC1=C(C=C(C=C1)NC(=O)C=1C=NN(C1C(F)(F)F)C1=NC=CC=C1F)F